C(C)(=O)C=1C=C(C=CC1)NC(=O)C1C(C1)C(=O)O 2-[(3-ACETYLPHENYL)CARBAMOYL]CYCLOPROPANE-1-CARBOXYLIC ACID